(d)-1,2,4,5-tetra(4-carboxyphenyl)-3,6-dimethylbenzene C(=O)(O)C1=CC=C(C=C1)C1=C(C(=C(C(=C1C)C1=CC=C(C=C1)C(=O)O)C1=CC=C(C=C1)C(=O)O)C)C1=CC=C(C=C1)C(=O)O